1-(tert-butyl)-3-(2,4,6-triisopropylphenyl)-5-methyl-pyrazole-4-ol C(C)(C)(C)N1N=C(C(=C1C)O)C1=C(C=C(C=C1C(C)C)C(C)C)C(C)C